BrC1=C(C=CC=C1)SC1=C(C=C(C=C1)C)C1=C(C=CC=C1)NC(C1=NC=CC=C1)=O N-(2'-((2-bromophenyl)thio)-5'-methyl-[1,1'-biphenyl]-2-yl)picolinamide